(7-bromo-6-methyl-pyrazolo[1,5-a]pyrazin-4-yl)spiro[5,7-dihydro-cyclopenta[b]pyridin-6,4'-piperidin]-5-amine BrC1=C(N=C(C=2N1N=CC2)N2CCC1(CC2)C(C=2C(=NC=CC2)C1)N)C